5-(4-chlorophenyl)-3-(3-fluorophenyl)-1-mesityl-1H-pyrazole-4-carbaldehyde ClC1=CC=C(C=C1)C1=C(C(=NN1C1=C(C=C(C=C1C)C)C)C1=CC(=CC=C1)F)C=O